C(C)(C)(C)N1N=CC(=C1)C1=CC2=NN(C=C2C(O1)=O)C 6-(1-(tert-butyl)-1H-pyrazol-4-yl)-2-methylpyrano[4,3-c]Pyrazol-4(2H)-one